C(CCC)N1C(OC(C2=C1C=CC=C2O)=O)=O 1-butyl-5-hydroxy-2H-benzo[d][1,3]oxazine-2,4(1H)-dione